Cl.Cl.CC1=C(C=NN1)C1=CC=2N=CNC(C2S1)=O 6-(5-methyl-1H-pyrazol-4-yl)thieno[3,2-d]pyrimidin-4(3H)-one dihydrochloride